COC1=CC=C(CN2N=CC=3C2=NC(=CC3C=3C(=NN(C3)C)C3=CC(=NC=C3)C)C)C=C1 1-(4-methoxybenzyl)-6-methyl-4-(1-methyl-3-(2-methylpyridin-4-yl)-1H-pyrazole-4-yl)-1H-pyrazolo[3,4-b]Pyridine